CC1=CC=C(C=C1)S(=O)(=O)OC1=C(C=CC=C1)NC(=O)NC1=C(C=CC=C1)OS(=O)(=O)C N-[2-(p-toluenesulfonyloxy)phenyl]-N'-[2-(methanesulfonyloxy)phenyl]urea